FC(C1=C(C(=C2C(=N1)CCC2)NC(OCC(Cl)(Cl)Cl)=O)C(F)(F)F)(F)F 2,2,2-Trichloroethyl (2,3-bis(trifluoromethyl)-6,7-dihydro-5H-cyclopenta[b]pyridin-4-yl)carbamate